N-{(2S)-1-[(4-{N-[(7S)-4-Fluorobicyclo[4.2.0]octa-1,3,5-trien-7-yl]-N'-hydroxycarbamimidoyl}-1,2,5-oxadiazol-3-yl)oxy]-3-hydroxypropan-2-yl}acetamid FC1=CC=C2C[C@@H](C2=C1)NC(=NO)C=1C(=NON1)OC[C@H](CO)NC(C)=O